Cl.NC/C=C/C(=O)O TRANS-4-AMINOCROTONIC ACID HYDROCHLORIDE